FC1(CCC(CC1)CNC1C[C@H]2CC[C@@H](C1)N2S(=O)(=O)N2[C@H]1CC(C[C@@H]2CC1)NC(=O)C1=NOC(=C1)C1COC1)F N-((1R,3R,5S)-8-(((1R,3R,5S)-3-(((4,4-difluorocyclohexyl)methyl)amino)-8-azabicyclo[3.2.1]octan-8-yl)sulfonyl)-8-azabicyclo[3.2.1]octan-3-yl)-5-(oxetan-3-yl)isoxazole-3-carboxamide